3-(isoquinolin-4-yl)-2-oxo-1-((1r,4r)-4-(trifluoromethyl)cyclohexyl)imidazolidine-4-carbonitrile C1=NC=C(C2=CC=CC=C12)N1C(N(CC1C#N)C1CCC(CC1)C(F)(F)F)=O